((5Z)-5-((Z)-2-(trifluoromethyl)-3-(3-fluorophenyl)allylidene)-4-oxo-2-thioxothiazolidin-3-yl)propionic acid FC(\C(\C=C/1\C(N(C(S1)=S)C(C(=O)O)C)=O)=C/C1=CC(=CC=C1)F)(F)F